2-((Boc)amino)-3-ureidopropionic acid tert-butyl ester C(C)(C)(C)OC(C(CNC(=O)N)NC(=O)OC(C)(C)C)=O